NC=1C=C(C(=O)N[C@@H](CC=2C(=C(C(=O)OC(C)(C)C)C=CC2)OC)B2OC3(C4C(C(CC3O2)C4)(C)C)C)C=CC1CN(C)C tert-butyl 3-((2R)-2-(3-amino-4-((dimethylamino)methyl)benzamido)-2-(2,9,9-trimethyl-3,5-dioxa-4-bora-tricyclo[6.1.1.02,6]dec-4-yl)ethyl)-2-methoxybenzoate